7-bromo-4,4-dimethyl-chroman BrC1=CC=C2C(CCOC2=C1)(C)C